C(C)(C)(C)OC(=O)N(C\C=C/1\C(N(CC1)C(=O)OC(C)(C)C)=O)C tert-butyl (3E)-3-{2-[(tert-butoxycarbonyl)(methyl)amino]ethylidene}-2-oxopyrrolidine-1-carboxylate